ClC=1C(=NC(=C(C1CC)Cl)N1CCNCC1)SC(C(=O)N)C1=CC=CC=C1 2-((3,5-dichloro-4-ethyl-6-(piperazin-1-yl)pyridin-2-yl)sulfanyl)-2-phenylacetamide